tetracarbonylchromium C(=O)=[Cr](=C=O)(=C=O)=C=O